2-methoxy-1,4-diisopropenylbenzene COC1=C(C=CC(=C1)C(=C)C)C(=C)C